NC([C@@](CO)(C)NC(=O)C1=C(OC2=C1C=C(C=C2)CC2=CC(=CC=C2)C)C)=O (S)-N-(1-amino-3-hydroxy-2-methyl-1-oxopropan-2-yl)-2-methyl-5-(3-methylbenzyl)benzofuran-3-carboxamide